1-[7-(4-bromo-2,6-dimethylphenyl)-2,5-dimethyl-7H-pyrrolo[2,3-d]pyrimidin-4-yl]-3-azetidinebutyric acid BrC1=CC(=C(C(=C1)C)N1C=C(C2=C1N=C(N=C2N2CC(C2)CCCC(=O)O)C)C)C